tert-Butyl (2-(2-((R)-2-(benzyloxy)-2-(trifluoromethyl)hex-5-enoyl)hydrazine-1-carbonyl)-6-(((R)-pent-4-en-2-yl)oxy)-5-(trifluoromethyl)pyridin-3-yl)carbamate C(C1=CC=CC=C1)O[C@@](C(=O)NNC(=O)C1=NC(=C(C=C1NC(OC(C)(C)C)=O)C(F)(F)F)O[C@H](C)CC=C)(CCC=C)C(F)(F)F